[Si](C)(C)(C(C)(C)C)OCC1CC2=C(C=C(C=C2C1)OC1CN(C1)C(=O)OC(C)(C)C)F tert-butyl 3-[2-[[tert-butyl(dimethyl)silyl]oxymethyl]-7-fluoro-indan-5-yl]oxyazetidine-1-carboxylate